1-methyl-2,6-cyclohexanediamine CC1C(CCCC1N)N